(3-bromo-1-((2-(trimethylsilyl)ethoxy)methyl)-1H-pyrazol-5-yl)(phenyl)methanone BrC1=NN(C(=C1)C(=O)C1=CC=CC=C1)COCC[Si](C)(C)C